7-((S)-1-((2S,4r)-2-(aminomethyl)-6-oxo-5-oxa-7-azaspiro[3.4]octan-7-yl)ethyl)-3-(3,5-dimethyl-1H-pyrazol-4-yl)-1H-indole-2-carboxylic acid NCC1CC2(C1)OC(N(C2)[C@@H](C)C=2C=CC=C1C(=C(NC21)C(=O)O)C=2C(=NNC2C)C)=O